3-cyano-4-oxo-6-acetamido-7-ethoxy-1,4-dihydroquinoline C(#N)C1=CNC2=CC(=C(C=C2C1=O)NC(C)=O)OCC